N-phenylindeno[1,2-b]indolyl-lithium C1(=CC=CC=C1)N1C2=C(C=3C=CC=CC13)CC1=C(C=CC=C12)[Li]